3-[[5-(4-fluorophenyl)-6-isopropyl-1H-pyrazolo[4,3-g]isoquinolin-8-yl]oxy]cyclobutanecarboxylic acid phosphonooxymethyl ester P(=O)(O)(O)OCOC(=O)C1CC(C1)OC1=NC(=C(C2=CC3=C(C=C12)NN=C3)C3=CC=C(C=C3)F)C(C)C